tert-butyl ((8-bromochroman-4-yl)methyl)carbamate BrC=1C=CC=C2C(CCOC12)CNC(OC(C)(C)C)=O